N-(3-(5-(4-(tert-butyl)phenyl)-1H-pyrazolo[3,4-b]pyridine-3-carbonyl)-2,6-difluorophenyl)propane-1-sulfonamide C(C)(C)(C)C1=CC=C(C=C1)C=1C=C2C(=NC1)NN=C2C(=O)C=2C(=C(C(=CC2)F)NS(=O)(=O)CCC)F